(E)-5-((7-morpholino-5-(2-(1-(m-tolyl)ethylidene)hydrazinyl)-3H-imidazo[4,5-b]pyridin-3-yl)methyl)tetrahydropyrimidin-2(1H)-one O1CCN(CC1)C1=C2C(=NC(=C1)N/N=C(\C)/C=1C=C(C=CC1)C)N(C=N2)CC2CNC(NC2)=O